CC1(OCC(O1)CCCCCCO)C 2,2-dimethyl-1,3-dioxolane-4-Hexanol